ClC=1C=C2CCC[C@]3(C2=CC1)CN(C1=C(OC3)C=CC(=C1)[C@@H](C(=O)OC(C)(C)C)CC(=O)OC)CCCCC=C 1-TERT-BUTYL 4-METHYL (2S)-2-((3S)-6'-CHLORO-5-(HEX-5-EN-1-YL)-3',4,4',5-TETRAHYDRO-2H,2'H-SPIRO[BENZO[B][1,4]OXAZEPINE-3,1'-NAPHTHALEN]-7-YL)SUCCINATE